(5R)-2-(1-cyclopropylpyrazol-4-yl)-N-[(3S)-9-fluoro-2-oxo-5-phenyl-1,3-dihydro-1,4-benzodiazepine-3-yl]-5-methyl-6,7-dihydro-5H-pyrazolo[5,1-b][1,3]Oxazine-3-carboxamide C1(CC1)N1N=CC(=C1)C1=NN2C(O[C@@H](CC2)C)=C1C(=O)N[C@@H]1C(NC2=C(C(=N1)C1=CC=CC=C1)C=CC=C2F)=O